Trimanganese oxide [O-2].[Mn+2].[Mn+2].[Mn+2].[O-2].[O-2]